2-(4-methoxybenzyl)-1-oxo-1,2-dihydrophthalazine-5-carbaldehyde COC1=CC=C(CN2C(C=3C=CC=C(C3C=N2)C=O)=O)C=C1